{[3-(benzyloxy)-2-(1,3-dioxolan-2-yl)phenyl]methoxy}acetic acid C(C1=CC=CC=C1)OC=1C(=C(C=CC1)COCC(=O)O)C1OCCO1